6-tert-Butyl-N-[(2-methoxy-4-pyridyl)sulfonyl]-2-(2,4,6-trimethylphenoxy)pyridin-3-carboxamid C(C)(C)(C)C1=CC=C(C(=N1)OC1=C(C=C(C=C1C)C)C)C(=O)NS(=O)(=O)C1=CC(=NC=C1)OC